(4-(4-methyl-1-piperazinyl)phenyl)amino-8,9-dihydroimidazo[1,2-a]pyrimido[5,4-e]pyrimidin-5(6H)-one CN1CCN(CC1)C1=CC=C(C=C1)NC=1N=CC=2C(NC=3N(C2N1)CCN3)=O